(R)-1-(3-((5-Chloro-2-((3-methyl-1-(pyrrolidin-3-yl)-1H-pyrazol-4-yl)amino)pyrimidin-4-yl)amino)propyl)pyrrolidin-2-on ClC=1C(=NC(=NC1)NC=1C(=NN(C1)[C@H]1CNCC1)C)NCCCN1C(CCC1)=O